5-(8-((1R,2S)-2-benzylcyclopropyl)imidazo[1,2-b]pyridazin-6-yl)pyrimidine-2,4(1H,3H)-dione C(C1=CC=CC=C1)[C@H]1[C@@H](C1)C=1C=2N(N=C(C1)C=1C(NC(NC1)=O)=O)C=CN2